CNC(=S)NC 1,3-Dimethyl-thiourea